(S)-5-(4-((1-(5-(3,5-difluorophenyl)-4,5-dihydro-1H-pyrazole-1-carbonyl)azetidin-3-yl)oxy)-5-fluoropyridin-2-yl)-1-methyl-1H-pyrazole-4-carboxylic acid methyl ester COC(=O)C=1C=NN(C1C1=NC=C(C(=C1)OC1CN(C1)C(=O)N1N=CC[C@H]1C1=CC(=CC(=C1)F)F)F)C